6-Chloro-1-methyl-3-(4-piperidyl)indole ClC1=CC=C2C(=CN(C2=C1)C)C1CCNCC1